L-ascorbic acid mono-oleate C(CCCCCCC\C=C/CCCCCCCC)(=O)O.O=C1C(O)=C(O)[C@H](O1)[C@@H](O)CO